FC1=C(C=C(C=C1)C(F)(F)F)[N+](=O)[O-] fluoro-2-nitro-4-(trifluoromethyl)benzene